N1(CCCCCC1)C=1C2=C(N=C(N1)OC[C@@H]1CC[C@H](N1C)CO)C(=C(N=C2)C2=CC(=CC1=CC=CC(=C21)CC)OCOC)F [(2S,5S)-5-[[4-(azepan-1-yl)-7-[8-ethyl-3-(methoxymethoxy)-1-naphthyl]-8-fluoro-pyrido[4,3-d]pyrimidin-2-yl]oxymethyl]-1-methyl-pyrrolidin-2-yl]methanol